Docosanoic acid 7-methyl-5-(3-[4-(1-methyl-piperidin-4-yl)-piperazin-1-yl]-3-oxo-2-{[4-(2-oxo-1,2-dihydro-quinolin-3-yl)-piperidine-1-carbonyl]-amino}-propyl)-indazol-2-ylmethyl ester CC1=CC(=CC2=CN(N=C12)COC(CCCCCCCCCCCCCCCCCCCCC)=O)CC(C(=O)N1CCN(CC1)C1CCN(CC1)C)NC(=O)N1CCC(CC1)C=1C(NC2=CC=CC=C2C1)=O